ClC1=CC=C(C=C1)C1=NOC(=N1)N1CCC(CC1)C(=O)NC[C@H]1CN(CC1)C(=O)OC(C)(C)C tert-butyl (S)-3-((1-(3-(4-chlorophenyl)-1,2,4-oxadiazol-5-yl)piperidine-4-carboxamido)methyl)pyrrolidine-1-carboxylate